[6-(3-cyclopropyl-1,2,4-triazol-1-yl)-2-azaspiro[3.3]heptan-2-yl]-[3-[6-(trifluoromethyl)pyrazin-2-yl]oxyazetidin-1-yl]methanone C1(CC1)C1=NN(C=N1)C1CC2(CN(C2)C(=O)N2CC(C2)OC2=NC(=CN=C2)C(F)(F)F)C1